BrC=1C=C2CC/C(/C2=C(C1)F)=N\[S@@](=O)C(C)(C)C (S)-N-[(1E)-5-bromo-7-fluoro-2,3-dihydroinden-1-ylidene]-2-methylpropane-2-sulfinamide